2,2'-methylenebis(2-oxazoline) C(C=1OCCN1)C=1OCCN1